5,5'-(1,2,4,5-tetrazine-3,6-diyl)bis(pyridin-2-amine) N1=NC(=NN=C1C=1C=CC(=NC1)N)C=1C=CC(=NC1)N